ethyl 5-((2-(azetidin-1-yl)pyridin-3-yl)methoxy)-2-methylbenzofuran-3-carboxylate N1(CCC1)C1=NC=CC=C1COC=1C=CC2=C(C(=C(O2)C)C(=O)OCC)C1